FC1=CC=C(C=C1)C1=C(N=C(O1)S(=O)C)C(=O)N 5-(4-Fluorophenyl)-2-(methylsulfinyl)-oxazole-4-carboxamide